tert-butyl (R)-3-(N-ethyl-N-(2,2,2-trifluoro-1-(4-fluorophenyl)ethyl)sulfamoyl)-1H-pyrazolo[4,3-b]pyridine-1-carboxylate C(C)N(S(=O)(=O)C1=NN(C=2C1=NC=CC2)C(=O)OC(C)(C)C)[C@@H](C(F)(F)F)C2=CC=C(C=C2)F